pentafluoro(2-iodophenyl)-lambda6-Sulfane FS(C1=C(C=CC=C1)I)(F)(F)(F)F